(2S,3S,4R,5S,6S)-2-(acetoxymethyl)-6-(4-(6-iodo-2-methyl-4-oxoquinazolin-3(4H)-yl)phenoxy)tetrahydro-2H-pyran-3,4,5-triacetic acid C(C)(=O)OC[C@H]1O[C@H]([C@H]([C@@H]([C@@H]1CC(=O)O)CC(=O)O)CC(=O)O)OC1=CC=C(C=C1)N1C(=NC2=CC=C(C=C2C1=O)I)C